ClC=1C=CC(=C(C1)S(=O)(=O)NC1=CC=C(C=C1)C1=NC(=C2C(=N1)NN=C2C)NCCN(CCO)CC)F 5-chloro-N-{4-[4-({2-[ethyl(2-hydroxyethyl)amino]ethyl}amino)-3-methyl-1H-pyrazolo[3,4-d]pyrimidin-6-yl]phenyl}-2-fluorobenzenesulfonamide